5-Fluoro-1a-methyl-1a,2-dihydro-1H-azirino[1,2-d]benzo[b][1,4]oxazine FC=1C=CC2=C(OCC3(N2C3)C)C1